(R)-2-(3-Amino-4,4-difluoropiperidin-1-yl)-1-((5-cyanopyridin-2-yl)methyl)-1H-benzo[d]imidazol-6-carbonitril N[C@@H]1CN(CCC1(F)F)C1=NC2=C(N1CC1=NC=C(C=C1)C#N)C=C(C=C2)C#N